3-(2-(3-(2-((1s,3s)-3-hydroxycyclobutoxy)ethyl)cyclobutyl)ethoxy)azetidine-1-carboxylic acid tert-butyl ester C(C)(C)(C)OC(=O)N1CC(C1)OCCC1CC(C1)CCOC1CC(C1)O